COC1=CC=C(C=N1)C=1N=CC2=C(N1)SC(=N2)N 5-(6-methoxy-3-pyridyl)thiazolo[5,4-d]pyrimidin-2-amine